CC1=C(C(=CC(=C1C)C=1C(=C(C(=O)[O-])C(=CC1O)C)C)C)C=1C(=C(C(=O)[O-])C(=CC1O)C)C 2,3,6-trimethyl-1,4-phenylene-bis(4-hydroxy-2,6-dimethylbenzoate)